3α-(3α,7α-dihydroxy-6a-ethyl-5β-cholan-24-oyloxy)-7α-hydroxy-6α-ethyl-5β-cholan-24-oic acid O[C@H]1C[C@H]2[C@H]([C@H]([C@H]3[C@@H]4CC[C@H]([C@@H](CCC(=O)O[C@H]5C[C@H]6[C@H]([C@H]([C@H]7[C@@H]8CC[C@H]([C@@H](CCC(=O)O)C)[C@]8(CC[C@@H]7[C@]6(CC5)C)C)O)CC)C)[C@]4(CC[C@@H]3[C@]2(CC1)C)C)O)CC